bis(2,2,6,6-tetramethyl-4-piperidyl) sebacate (Bis(2,2,6,6-tetramethyl-4-piperidyl) sebacate) CC1(NC(CC(C1)C(C(=O)O)(CCCCCCCC(=O)O)C1CC(NC(C1)(C)C)(C)C)(C)C)C.C(CCCCCCCCC(=O)OC1CC(NC(C1)(C)C)(C)C)(=O)OC1CC(NC(C1)(C)C)(C)C